C(#N)C=1C(=NC(=NC1)NC1=C(C=C(C=C1)N1CCC(CC1)N1CCC(CC1)C#N)NC(C=C)=O)NC1=C(C=CC=C1)OC(C)C N-(2-((5-cyano-4-((2-isopropoxyphenyl)amino)pyrimidin-2-yl)amino)-5-(4-cyano-[1,4-bipiperidin]-1'-yl)phenyl)acrylamide